ethyl 2-(4-fluorophenoxy)-5-hydroxy-8-bromo-1,7-naphthyridine-6-carboxylate FC1=CC=C(OC2=NC3=C(N=C(C(=C3C=C2)O)C(=O)OCC)Br)C=C1